1-(1-Acryloylpiperidin-4-yl)-7-chloro-6-(2,4-difluorophenyl)quinoxalin-2(1H)-one C(C=C)(=O)N1CCC(CC1)N1C(C=NC2=CC(=C(C=C12)Cl)C1=C(C=C(C=C1)F)F)=O